diphenylfluoro[phenyl(biphenylyl)triazinyl](dimethylfluorenyl)biphenyl C1(=CC=CC=C1)C1=C(C(=C(C(=C1C1=CC=CC=C1)C1=C(C(=CC=2C3=CC=CC=C3CC12)C)C)C1=NN=NC(=C1C1=C(C=CC=C1)C1=CC=CC=C1)C1=CC=CC=C1)F)C1=CC=CC=C1